C(C)OC(C(=CN(C)C)C(C1=C(C(=C(C(=C1)F)F)OC)F)=O)=O 3-dimethylamino-2-(2,4,5-trifluoro-3-methoxy-benzoyl)-acrylic acid ethyl ester